Cl.CC(C(=O)N[C@@H](C)C1=CC=C(C=C1)S(=O)(=O)C)(C)N1C[C@@H](CC1)OC1=CC(=CC=C1)C(F)(F)F 2-methyl-N-((S)-1-(4-(methylsulfonyl)phenyl)ethyl)-2-((R)-3-(3-(trifluoromethyl)phenoxy)pyrrolidin-1-yl)propionamide hydrochloride